ClCC(=O)NCCNC(CCl)=O N,N'-bis(chloroacetyl)-1,2-ethylenediamine